C(C)(C)(C)OC(=O)N(CCO)CC=1C=C(C(=NC1)C(=O)OC)OCOC Methyl 5-(((tert-butoxycarbonyl)(2-hydroxyethyl)amino)methyl)-3-(methoxymethoxy)picolinate